(E)-2-(4-(3-(2-(trifluoromethyl)-9H-thioxanthen-9-yl)allyl)piperazin-1-yl)ethane FC(C1=CC=2C(C3=CC=CC=C3SC2C=C1)/C=C/CN1CCN(CC1)CC)(F)F